methyl propenyl phosphoramidite P(OC)(OC=CC)N